tert-butyl (S)-6-(2-((6-(benzyloxy)-8-bromo-2-fluoronaphthalen-1-yl)oxy)ethoxy)-1,4-oxazepane-4-carboxylate C(C1=CC=CC=C1)OC=1C=C2C=CC(=C(C2=C(C1)Br)OCCO[C@H]1CN(CCOC1)C(=O)OC(C)(C)C)F